methyl 4-(((benzyloxy) (hydroxy) phosphoryl) oxy)-3-methoxybenzoate C(C1=CC=CC=C1)OP(=O)(O)OC1=C(C=C(C(=O)OC)C=C1)OC